(1-acetylindolin-5-yl)boronic acid C(C)(=O)N1CCC2=CC(=CC=C12)B(O)O